2-methoxyl-4-methoxyl-benzophenone O(C)C1=C(C(=O)C2=CC=CC=C2)C=CC(=C1)OC